[C@@H]12COC[C@@H](N1C1=NC3=CC=C(C=C3C=C1)CN1C[C@H](CC1)OC=1C=C3CN(C(C3=CC1)=O)C1C(NC(CC1)=O)=O)C2 3-(5-(((S)-1-((2-((1R,5S)-3-oxa-6-azabicyclo[3.1.1]heptan-6-yl)quinolin-6-yl)-methyl)pyrrolidin-3-yl)oxy)-1-oxoisoindolin-2-yl)piperidine-2,6-dione